(R)-4-chloro-N-methyl-2-(3-methylmorpholinyl)-5H-pyrrolo[2,3-d]pyrimidine-7(6H)-carboxamide ClC=1C2=C(N=C(N1)N1[C@@H](COCC1)C)N(CC2)C(=O)NC